C(C)CC(=O)O.C(C)(=O)OC(C)=O acetyl acetate (ethyl acetate)